2-(3-phenyl-1-(p-tolyl)-1H-pyrazol-5-yl)aniline C1(=CC=CC=C1)C1=NN(C(=C1)C1=C(N)C=CC=C1)C1=CC=C(C=C1)C